4-(Aminomethyl)-3-[4-[4-[6-chloro-4-(trifluoromethyl)-2-pyridinyl]piperazin-1-yl]sulfonylphenyl]oxazolidin-2-one NCC1N(C(OC1)=O)C1=CC=C(C=C1)S(=O)(=O)N1CCN(CC1)C1=NC(=CC(=C1)C(F)(F)F)Cl